C(C=C)NC(C1=C(C(=C(C(=C1)CC1=C(C(=NC=C1)NS(=O)(=O)NC)F)F)F)NC1=C(C=C(C(=C1)O[Si](C)(C)C(C)(C)C)I)F)=O N-allyl-2-((5-((tert-butyldimethylsilyl)oxy)-2-fluoro-4-iodophenyl)amino)-3,4-difluoro-5-((3-fluoro-2-((N-methylaminosulfonyl)amino)pyridin-4-yl)methyl)benzamide